I.BrC1=C2C=CNC2=C(C(=C1OC=1C=CC(=C(C(=N)SC)C1)F)F)F methyl 5-((4-bromo-6,7-difluoro-1H-indol-5-yl)oxy)-2-fluorobenzimidothioate hydroiodide